1-trimethoxysilyl-2-bis(4-methylpiperazin-1-yl)phenylsilylethylene CO[Si](C=C[Si](C1=CC=CC=C1)(N1CCN(CC1)C)N1CCN(CC1)C)(OC)OC